C(CCC)N1C(CCCC1)=O 1-butyl-2-piperidinone